C=C1[C@@H]2[C@H](N[C@H](C1)CC2)C(=O)N2CCC1(CNC1)CC2 ((1S,3S,4R)-5-methylene-2-azabicyclo[2.2.2]octan-3-yl)(2,7-diazaspiro[3.5]nonan-7-yl)methanone